CN1N=C(C(=C1)C=1N=C(C=2N(C1)N=CN2)O[C@H]2CCN(CCC2)C(=O)OC(C)(C)C)C tert-butyl (4R)-4-[[6-(1,3-dimethylpyrazol-4-yl)-[1,2,4]triazolo[1,5-a]pyrazin-8-yl]oxy]azepane-1-carboxylate